The molecule is a thia fatty acid acid consisting of propionic acid with a methylthio substituent at the 3-position; an intermediate in mammalian methionine metabolism in vitro. The simplest known phytotoxin, it is a blight-inducing toxin produced by the cassava pathogen Xanthomonas campestris manihotis. It has a role as a phytotoxin. It derives from a propionic acid. It is a conjugate acid of a 3-(methylthio)propionate. CSCCC(=O)O